1-[6-(2,2,2-trifluoroethoxy)pyrimidin-4-yl]ethanone FC(COC1=CC(=NC=N1)C(C)=O)(F)F